NC1=NC2=C(C(=C(C=C2C=C1)C=1C(=C(C(=O)N)C=CC1Br)N1CCC2(CC2)CC1)F)N1CCC(CC1)(F)F (2-amino-8-(4,4-difluoropiperidin-1-yl)-7-fluoroquinolin-6-yl)-4-bromo-2-(6-azaspiro[2.5]oct-6-yl)benzamide